5-Cyano-N-[3-(ethylthio)-2,2-dimethylpropyl]-N,2-dimethyl-6-[4-(trifluoromethyl)phenyl]nicotinamide C(#N)C=1C(=NC(=C(C(=O)N(C)CC(CSCC)(C)C)C1)C)C1=CC=C(C=C1)C(F)(F)F